C1(CCCCC1)COC1=C2N=C(NC2=NC(=N1)N)C(C)C 6-(cyclohexylmethoxy)-8-isopropyl-9h-purin-2-amine